1-AnilinoNaphthalene-8-Sulphonic Acid N(C1=CC=CC=C1)C1=CC=CC2=CC=CC(=C12)S(=O)(=O)O